CC=1NC=2N(C(C1CC1=CC=C(C=C1)C(F)(F)F)=O)N=C(N2)C(C)N2CCN(CC2)C2=CC=CC=C2 5-methyl-2-(1-(4-phenylpiperazin-1-yl)ethyl)-6-(4-(trifluoromethyl)benzyl)-[1,2,4]triazolo[1,5-a]pyrimidin-7(4H)-one